(S)-1-(3-(4-Amino-3-((6-chloro-1-ethyl-1H-benzo[d]imidazol-5-yl)ethynyl)-1H-pyrazolo[4,3-c]pyridin-1-yl)pyrrolidin-1-yl)prop-2-en-1-one NC1=NC=CC2=C1C(=NN2[C@@H]2CN(CC2)C(C=C)=O)C#CC2=CC1=C(N(C=N1)CC)C=C2Cl